CC1(OC2=CC(=CC=C2C(C1)(C)C)O)C1=C(C=C(C=C1)O)O 2,4,4-trimethyl-2-(2,4-dihydroxyphenyl)-7-hydroxychroman